COC(/C(=C/OC)/OC1=C(C=CC(=C1)C=1SC=C(N1)C1CCCCC1)C)=O (Z)-2-[5-(4-cyclohexylthiazol-2-yl)-2-methyl-phenoxy]-3-methoxy-prop-2-enoic acid methyl ester